C(C)OC(=O)[C@H]1OC(O[C@H]1C1=C(N=C(S1)Cl)C)(C)C (4S,5R)-ethyl-5-(2-chloro-4-methylthiazol-5-yl)-2,2-dimethyl-1,3-dioxolane-4-carboxylate